ClC1=CNC2=NC=CC(=C21)OC2=CC(=C(C=C2)NC(=O)NC2=CC(=C(C=C2)CN2CCN(CC2)C)C2C(C2)(F)F)F 1-(4-((3-chloro-1H-pyrrolo[2,3-b]pyridin-4-yl)oxy)-2-fluorophenyl)-3-(3-(2,2-difluorocyclopropyl)-4-((4-methylpiperazin-1-yl)methyl)phenyl)urea